Cl.ClC=1C(=NC=CN1)CN (3-chloropyrazin-2-yl)methanamine HCl salt